COC1=CC=C(CN(C2=C(C#N)C(=CC(=C2)Cl)Br)CC2=CC=C(C=C2)OC)C=C1 2-(bis(4-methoxybenzyl)amino)-6-bromo-4-chlorobenzonitrile